tert-Butyl 2-(2-(hydroxymethyl)phenyl)azepane-1-carboxylate OCC1=C(C=CC=C1)C1N(CCCCC1)C(=O)OC(C)(C)C